Tert-butyl 2-(2-((1-(cyclopropylsulfonyl)piperidin-4-yl)amino)-6-methylpyrido[3,4-d]pyrimidin-8-yl)-2,6-diazaspiro[3.4]octane-6-carboxylate C1(CC1)S(=O)(=O)N1CCC(CC1)NC=1N=CC2=C(N1)C(=NC(=C2)C)N2CC1(C2)CN(CC1)C(=O)OC(C)(C)C